C(C)(C)(C)[Si](OCC[C@H]1[C@](C1)(C(=O)O)NC(=O)OCC1C2=CC=CC=C2C=2C=CC=CC12)(C1=CC=CC=C1)C1=CC=CC=C1 (1r,2s)-2-[2-[tert-butyl-(diphenyl)silyl]oxyethyl]-1-(9H-fluoren-9-ylmethoxycarbonylamino)cyclopropanecarboxylic acid